C(C)(C)(C)OC(C1=NC=C(C(=C1)C1CC1)Br)=O.NC1=CC=C(OC2=CC=C(C=C2)CCC)C=C1 [4-(4-aminophenoxy)phenyl]propane tert-butyl-5-bromo-4-cyclopropylpicolinate